FC(C[C@]1([C@@H]([C@H](N(C1=O)C=1C=C2C=NN(C2=CC1)C1=CC=C(C=C1)F)C1=CC=CC=C1)NC(=O)C1CC1)C)F |r| N-(rac-(2R,3S,4S)-4-(2,2-difluoroethyl)-1-(1-(4-fluorophenyl)-1H-indazol-5-yl)-4-methyl-5-oxo-2-phenylpyrrolidin-3-yl)cyclopropanecarboxamide